5,10-Difluoro-2,2-dimethyl-4a-phenyl-1,2,4,4a-tetrahydro-3H-pyrimido[1,2-a]quinolin-3-one FC=1C2(N(C3=C(C=CC=C3C1)F)CC(C(N2)=O)(C)C)C2=CC=CC=C2